ethyl 2-[9-chloro-7-(5-fluoroindol-1-yl)-3,5-dihydro-2H-1,4-benzoxazepin-4-yl]acetate ClC1=CC(=CC=2CN(CCOC21)CC(=O)OCC)N2C=CC1=CC(=CC=C21)F